N-(3-chloro-5-fluoro-4-iodopyridin-2-yl)-N-(ethylsulfonyl)ethane-sulfonamide ClC=1C(=NC=C(C1I)F)N(S(=O)(=O)CC)S(=O)(=O)CC